rac-(3S)-1-[2-[4-(2-methyl-3-thienyl)-2-oxo-chromen-7-yl]oxypropanoyl]piperidine CC=1SC=CC1C1=CC(OC2=CC(=CC=C12)OC(C(=O)N1CCCCC1)C)=O